Tert-butyl-4-(4-fluoro-5-(3-((4-fluoro-6-methoxyisoindolin-5-yl) oxy) propoxy)-6-methoxybenzo[b]thiophen-2-yl)-4-oxobutanoate compound with 2,2,2-trifluoroacetaldehyde FC(C=O)(F)F.C(C)(C)(C)OC(CCC(=O)C1=CC2=C(S1)C=C(C(=C2F)OCCCOC=2C(=C1CNCC1=CC2OC)F)OC)=O